methyl 3'-chloro-6-(3-(4-(3-(3-(trifluoromethyl)phenyl)ureido)phenoxy)azetidin-1-yl)-[1,1'-biphenyl]-2-carboxylate ClC=1C=C(C=CC1)C=1C(=CC=CC1N1CC(C1)OC1=CC=C(C=C1)NC(=O)NC1=CC(=CC=C1)C(F)(F)F)C(=O)OC